D-glucohexodialdose O=C[C@H](O)[C@@H](O)[C@H](O)[C@H](O)C=O